CN1N=CC=2C(=NC(=CC21)C(=O)OC)C=2N(C=C(N2)C2=CC(=NN2C[C@@H]2OCC2)C)C |r| (Rac)-methyl 1-methyl-4-(1-methyl-4-{3-methyl-1-[(oxetan-2-yl)methyl]-1H-pyrazol-5-yl}-1H-imidazol-2-yl)-1H-pyrazolo[4,3-c]pyridine-6-carboxylate